(E)-5-((2-(3-(dimethylamino)-3-oxoprop-1-en-1-yl)phenyl)methylsulfonylamino)thiazole-4-carboxylic acid CN(C(/C=C/C1=C(C=CC=C1)CS(=O)(=O)NC1=C(N=CS1)C(=O)O)=O)C